(S)-5-(6-amino-1-(hydroxymethyl)-1H-pyrrolo[2,3-b]pyridin-3-yl)-2-(1-cyclopropylethyl)-7-(difluoromethoxy)isoindolin-1-one NC1=CC=C2C(=N1)N(C=C2C=2C=C1CN(C(C1=C(C2)OC(F)F)=O)[C@@H](C)C2CC2)CO